ClC1=NC=2CCN(CC2C=C1)C(C(=O)N)OC(C)=O (2-chloro-7,8-dihydro-1,6-naphthyridin-6(5H)-yl)-2-acetoxyacetamide